C(#N)C1=CC=C(NC2=NC(=NC(=N2)Cl)Cl)C=C1 2-(4-Cyanoanilino)-4,6-dichloro-1,3,5-triazine